2-[9-benzyloxy-5-(4-fluorophenyl)-4,4-dimethyl-spiro[3H-pyrano[4,3-b]indole-1,4'-piperidine]-1'-yl]oxazole-4-carboxylate C(C1=CC=CC=C1)OC=1C=2C3=C(N(C2C=CC1)C1=CC=C(C=C1)F)C(COC31CCN(CC1)C=1OC=C(N1)C(=O)[O-])(C)C